ClC=1C=C2C(=C(C(=NC2=CC1)C1=CC(=C(C=C1)Cl)C(F)(F)F)CN1CCC(CC1)N1CCOCC1)C(=O)NC1(CC1)C1=CC=CC=C1 6-chloro-2-[4-chloro-3-(trifluoromethyl)phenyl]-3-{[4-(4-morpholinyl)-1-piperidinyl]methyl}-N-(1-phenylcyclopropyl)-4-quinolinecarboxamide